[Pb].[Cu] Copper-Lead